BrCOCC (bromomethoxy)ethane